5-(cyclopentyl-(hydroxy)methyl)furan-2-carboxylic acid C1(CCCC1)C(C1=CC=C(O1)C(=O)O)O